ethane-1,2-diylbis(1,3-propanediamine) C(CC(CCN)N)C(CCN)N